CN1CCN(CC1)C1=NN(C2=NC=C(C=C21)CN2CC1=C(CC2)C(=CS1)C(=O)NC=1C=NC=C(C1)C(F)(F)F)COCC[Si](C)(C)C 6-[[3-(4-methylpiperazin-1-yl)-1-(2-trimethylsilylethoxymethyl)pyrazolo[3,4-b]pyridin-5-yl]methyl]-N-[5-(trifluoromethyl)-3-pyridyl]-5,7-dihydro-4H-thieno[2,3-c]pyridine-3-carboxamide